FC1=CC=C(C=C1)C(C)C1=C(N=CC(=N1)C(=O)NCC#C)NCCN1CCCC1 6-(1-(4-fluorophenyl)ethyl)-N-(prop-2-yn-1-yl)-5-((2-(pyrrolidin-1-yl)ethyl)amino)pyrazine-2-carboxamide